C1(=CC=CC=C1)S(=O)(=O)C1=[N+](ON=C1S(=O)(=O)C1=CC=CC=C1)[O-] 3,4-bis(phenylsulfonyl)-1,2,5-oxadiazole 2-oxide